C(C)(C)(CC)N=[Ta](N(CC)C)(N(CC)C)N(C)CC t-amyliminotris(ethylmethylamino)tantalum